(2S)-2-(4,5-dimethylpyridin-3-yl)-1-methylpyrrolidin-1-ium ditartrate C(=O)([O-])C(O)C(O)C(=O)[O-].C(=O)([O-])C(O)C(O)C(=O)[O-].CC1=C(C=NC=C1C)[C@H]1[NH+](CCC1)C.CC1=C(C=NC=C1C)[C@H]1[NH+](CCC1)C.CC1=C(C=NC=C1C)[C@H]1[NH+](CCC1)C.CC1=C(C=NC=C1C)[C@H]1[NH+](CCC1)C